C(C1=CC=CC=C1)OC1=C(C=C(C=C1)C1=CC=NC2=C3N=CC=CC3=CC=C12)C1=NC=CC=C1 4-(4-benzyloxy-3-(pyridin-2-yl)phenyl)-1,10-phenanthroline